tert-butyl (2-amino-5-(4-(methyl(tetrahydro-2H-pyran-4-yl)amino)piperidin-1-yl)phenyl)carbamate NC1=C(C=C(C=C1)N1CCC(CC1)N(C1CCOCC1)C)NC(OC(C)(C)C)=O